6-methyl-4-(4-nitrophenyl)-2-chloro-1,2-dihydropyridine-3-carbonitrile CC1=CC(=C(C(N1)Cl)C#N)C1=CC=C(C=C1)[N+](=O)[O-]